tert-butyl 6-bromo-8-(2,2,2-trifluoro-1-hydroxyethyl)imidazo[1,2-a]pyridine-2-carboxylate BrC=1C=C(C=2N(C1)C=C(N2)C(=O)OC(C)(C)C)C(C(F)(F)F)O